N-(4-(4-((N-(2-methoxyethyl)-N-methylsulfamoyl)amino)phenyl)-1H-pyrrolo[2,3-b]pyridin-6-yl)cyclopropylcarboxamide COCCN(S(=O)(=O)NC1=CC=C(C=C1)C1=C2C(=NC(=C1)NC(=O)C1CC1)NC=C2)C